S(=O)(=O)(O)C1=CC=C(C)C=C1.NC[C@@H](C(=O)NC=1C=C2C=CN=CC2=CC1)C1=CC=C(C=C1)CO alpha-(aminomethyl)-4-(hydroxymethyl)-N-6-isoquinolinyl-(S)-benzeneacetamide mono-tosylate salt